2,3,4,6-tetrafluoro-N-{2,3,5,6-tetrafluoro-4-(trifluoromethyl)phenyl}-5-(Trifluoromethyl)aniline FC1=C(NC2=C(C(=C(C(=C2F)F)C(F)(F)F)F)F)C(=C(C(=C1F)F)C(F)(F)F)F